1-iodo-3-(trifluoromethyl)cyclohexane IC1CC(CCC1)C(F)(F)F